(3R,4S)-3-cyclopropyl-1-[3-fluoro-6-[1-(oxetan-3-ylmethyl)pyrazol-4-yl]pyrazolo[1,5-a]pyrazin-4-yl]-4-methyl-2-oxopyrrolidine-3-carbonitrile C1(CC1)[C@]1(C(N(C[C@H]1C)C=1C=2N(C=C(N1)C=1C=NN(C1)CC1COC1)N=CC2F)=O)C#N